tert-butyl 3-[tert-butyl(dimethyl)silyl]oxy-5-(4,4,5,5-tetramethyl-1,3,2-dioxaborolan-2-yl)-2,3,4,7-tetrahydroazepine-1-carboxylate [Si](C)(C)(C(C)(C)C)OC1CN(CC=C(C1)B1OC(C(O1)(C)C)(C)C)C(=O)OC(C)(C)C